5-((5-(4-Fluoro-3-hydroxyphenyl)isoxazol-3-yl)methyl)-3-methyl-2-phenylpyrimidin-4(3H)-one FC1=C(C=C(C=C1)C1=CC(=NO1)CC=1C(N(C(=NC1)C1=CC=CC=C1)C)=O)O